1,1-dimethyl-3-oxobutyl mercaptopropionate SC(C(=O)OC(CC(C)=O)(C)C)C